CC1(N(CCC1)CC1=C2C(=NC(=C1)C=1C=C3CN(C(C3=CC1)=O)C1C(NC(CC1)=O)=O)N(C=C2)C2COC2)C 3-(5-(4-((2,2-dimethylpyrrolidin-1-yl)methyl)-1-(oxetan-3-yl)-1H-pyrrolo[2,3-b]pyridin-6-yl)-1-oxoisoindolin-2-yl)piperidine-2,6-dione